2-ethyl-4-oxo-5,6,7,8-tetrahydroquinazolin C(C)C1=NC=2CCCCC2C(N1)=O